2-[3-(1,3-benzothiazol-2-ylamino)-4-methyl-6,7-dihydro-5H-pyrido-[2,3-c]pyridazin-8-yl]-5-[3-[2-fluoro-4-[3-(3-hydroxypropylamino)prop-1-ynyl]phenoxy]propyl]thiazole-4-carboxylic acid S1C(=NC2=C1C=CC=C2)NC2=C(C1=C(N=N2)N(CCC1)C=1SC(=C(N1)C(=O)O)CCCOC1=C(C=C(C=C1)C#CCNCCCO)F)C